3-amino-N-(4-chloro-3-cyano-1H-indol-7-yl)-1H-pyrazole-4-sulfonamide NC1=NNC=C1S(=O)(=O)NC=1C=CC(=C2C(=CNC12)C#N)Cl